N(=C=O)C1CC(CCC1)N=C=O 2,6-diisocyanato-cyclohexane